tert-butyl (5-(benzyloxy)-4-fluoro-6-iodo-2,3-dihydro-1H-inden-1-yl)(methyl)carbamate C(C1=CC=CC=C1)OC=1C(=C2CCC(C2=CC1I)N(C(OC(C)(C)C)=O)C)F